2-((1,3,7-trimethyl-2,6-dioxo-2,3,6,7-tetrahydro-1H-purin-8-ylsulfonyl)methyl)pyridine 1-oxide CN1C(N(C=2N=C(N(C2C1=O)C)S(=O)(=O)CC1=[N+](C=CC=C1)[O-])C)=O